5-methyl-1-((2-(trimethylsilyl)ethoxy)methyl)-1H-imidazole-4-carbaldehyde CC1=C(N=CN1COCC[Si](C)(C)C)C=O